COC=1C=CC2=C(N=C(O2)C2=C3C=C(N=CC3=C(N=C2)NC)NC(=O)C2CC2)C1 N-[5-(5-methoxy-1,3-benzoxazol-2-yl)-8-(methylamino)-2,7-naphthyridin-3-yl]cyclopropanecarboxamide